C1(CC1)NC(=O)C1=NC=C(N=C1)N1[C@@H](C2=C(CC1)NC=N2)C2=NN1C(C(=CC=C1)OC(F)(F)F)=C2 (S)-N-cyclopropyl-5-(4-(4-(trifluoromethoxy)pyrazolo[1,5-a]pyridin-2-yl)-1,4,6,7-tetrahydro-5H-imidazo[4,5-c]pyridin-5-yl)pyrazine-2-carboxamide